aminobutanoyl-(γ-aminobutyric acid) NCCCC(=O)C(C(=O)O)CCN